N1=CC(=C2N1C=CC=N2)C(=O)N2CC1=C(CC2)C(=CS1)C(=O)NC1=CC(=CC=C1)C(F)(F)F 6-(pyrazolo[1,5-a]pyrimidine-3-carbonyl)-N-(3-(trifluoromethyl)phenyl)-4,5,6,7-tetrahydrothieno[2,3-c]pyridine-3-carboxamide